ClC1=CC=C(C=C1)C1(CN(CC1)C(=O)OCC1=CC=CC=C1)NS(=O)(=NC)C1=CC=C(C=C1)OC(F)(F)F benzyl 3-(4-chlorophenyl)-3-[[N-methyl-S-[4-(trifluoromethoxy)phenyl]sulfonimidoyl]amino]pyrrolidine-1-carboxylate